1-(3-(3-(2-Hydroxyphenyl)-7H-pyrrolo[2,3-c]pyridazin-6-yl)-3,8-diazabicyclo[3.2.1]octan-8-yl)prop-2-en-1-one OC1=C(C=CC=C1)C1=CC2=C(N=N1)NC(=C2)N2CC1CCC(C2)N1C(C=C)=O